(E)-1,3-diphenyl-1-butene C1(=CC=CC=C1)\C=C\C(C)C1=CC=CC=C1